trans-(3-(3-(Aminomethyl)phenoxy)-5-phenylpiperidin-1-yl)(1,1-dioxidothiomorpholino)methanone NCC=1C=C(O[C@@H]2CN(C[C@H](C2)C2=CC=CC=C2)C(=O)N2CCS(CC2)(=O)=O)C=CC1